C(#N)C1=CC=C(S1)NC(=O)C1=CC2=C(OCCC3=C2SC=C3)C=C1C=1C(=NC(=CC1)C(NCCC)=O)C(=O)OC methyl 3-(9-((5-cyanothiophen-2-yl)carbamoyl)-4,5-dihydrobenzo[b]thieno[2,3-d]oxepin-8-yl)-6-(propylcarbamoyl)picolinate